FC=1N=C(SC1CN1[C@H](C[C@H](C1)OC=1C2=CN(N=C2C=CC1)C)C)NC(C)=O N-(4-fluoro-5-(((2S,4R)-2-methyl-4-((2-methyl-2H-indazol-4-yl)oxy)pyrrolidin-1-yl)methyl)thiazol-2-yl)acetamide